O=C1N(C(SC1=CC1=CC=C(C(=O)O)C=C1)=S)C1=CC(=CC=C1)C(F)(F)F 4-[[4-oxo-2-thioxo-3-[3-(trifluoromethyl)phenyl]-5-thiazolidineylidene]methyl]benzoic acid